O=C1NC(CCC1NC1=C(CNCC2=CC=C(C(=O)NC3=CC(=C(C=C3)C)NC3=NC=CC(=N3)C=3C=NC=CC3)C=C2)C=CC=C1)=O 4-(((2-((2,6-dioxopiperidin-3-yl)amino)benzyl)amino)methyl)-N-(4-methyl-3-((4-(pyridin-3-yl)pyrimidin-2-yl)amino)phenyl)benzamide